C1(CCC1)COC1CN(CCC1)C1CCNCC1 3-(cyclobutylmethoxy)[1,4'-bipiperidine]